O=C1NC2=CC=CC=C2CN1C1CCN(CC1)C(=O)O (±)-4-(2-Oxo-1,4-dihydro-2H-quinazolin-3-yl)-piperidine-1-carboxylic acid